2-(Acetylamino)-4-methyl-1,3-thiazol C(C)(=O)NC=1SC=C(N1)C